5-Ethynyl-2-[(4-{4-[3-(2-hydroxypropan-2-yl)azetidin-1-yl]piperidin-1-yl}phenyl)amino]-8-phenylpyrido[2,3-d]pyrimidin-7-one C(#C)C1=CC(N(C=2N=C(N=CC21)NC2=CC=C(C=C2)N2CCC(CC2)N2CC(C2)C(C)(C)O)C2=CC=CC=C2)=O